ClC1=CC(=NC2=NC(=C(C=C12)C)C)N1C[C@@H](OCC1)C=1C=NN(C1)C (S)-4-(4-chloro-6,7-dimethyl-1,8-naphthyridin-2-yl)-2-(1-methyl-1H-pyrazol-4-yl)morpholine